C(C)(C)(C)[SiH2]NC([O-])=O Tert-butylsilylcarbamate